COC1=CC=C(C=C1)C(C=CC1=CC=CC=C1)=O 1-(4-methoxyphenyl)-3-phenylprop-2-en-1-one